N-(piperidin-4-yl)pyridin-4-amine N1CCC(CC1)NC1=CC=NC=C1